C(C)(C)(C)NC(=O)C1=NC=CC(=C1)NC(CC1=NC=CC=C1O)=O N-tert-butyl-4-[[2-(3-hydroxy-2-pyridinyl)acetyl]amino]pyridine-2-carboxamide